bromo-1-tosyl-1H-indol-4-amine BrC=1N(C=2C=CC=C(C2C1)N)S(=O)(=O)C1=CC=C(C)C=C1